tri(eicosanyl) phosphite P(OCCCCCCCCCCCCCCCCCCCC)(OCCCCCCCCCCCCCCCCCCCC)OCCCCCCCCCCCCCCCCCCCC